6-[4-[(3S)-3-(5-Cyano-3-pyridyl)isoxazolidine-2-carbonyl]-1-piperidyl]pyrazine-2-carbonitrile C(#N)C=1C=C(C=NC1)[C@H]1N(OCC1)C(=O)C1CCN(CC1)C1=CN=CC(=N1)C#N